ethyl 2-bromo-3-methylbutanoate BrC(C(=O)OCC)C(C)C